3-chloro-6-(4-chlorophenyl)-8-(1-methyl-1H-pyrazol-4-yl)imidazo[1,5-a]pyrazine ClC1=NC=C2N1C=C(N=C2C=2C=NN(C2)C)C2=CC=C(C=C2)Cl